3,5-difluoro-4-hydroxy-N-({(1r,4r)-4-[6-(2-methylpyridin-4-yl)-2H-indazol-2-yl]cyclohexyl}methyl)benzamide, trifluoroacetate salt FC(C(=O)O)(F)F.FC=1C=C(C(=O)NCC2CCC(CC2)N2N=C3C=C(C=CC3=C2)C2=CC(=NC=C2)C)C=C(C1O)F